C(CCCCCCCCCCCCCCC)OC[C@@H](OCCCCCCCCCCCCCCCC)COP(=O)(O)OCCN 1,2-dihexadecanyl-sn-glycero-3-phosphoethanolamine